OC(C#CC1=CC2=C(OC[C@@H](C(N2C)=O)NC(=O)C=2N=C3SC=C(N3C2)C=2N=C(SC2)C)C=C1)(C)C (S)-N-(7-(3-hydroxy-3-methylbut-1-yn-1-yl)-5-methyl-4-oxo-2,3,4,5-Tetrahydrobenzo[b][1,4]oxazepine-3-yl)-3-(2-methylthiazol-4-yl)imidazo[2,1-b]thiazole-6-carboxamide